2-(3-((2-butyl-5-chloro-1H-benzo[d]imidazol-1-yl)methyl)-1H-indol-1-yl)-N-(4,5-dimethylisoxazol-3-yl)benzenesulfonamide C(CCC)C1=NC2=C(N1CC1=CN(C3=CC=CC=C13)C1=C(C=CC=C1)S(=O)(=O)NC1=NOC(=C1C)C)C=CC(=C2)Cl